FC1=CC=C(C=C1)CSC1=CC(=NN1C(=O)C=1N=CSC1)C1C(C(N(C1)CC(=O)N1CCOCC1)=O)C(F)(F)F 4-(5-{[(4-Fluorophenyl)methyl]sulfanyl}-1-(1,3-thiazol-4-carbonyl)-1H-pyrazol-3-yl)-1-[2-(morpholin-4-yl)-2-oxoethyl]-3-(trifluoromethyl)pyrrolidin-2-on